CC=1C(=NC(=NC1Cl)Cl)C1=CC=C(C=C1)C(C)(C)C Methyl-4-(4-(tert-butyl)phenyl)-2,6-dichloro-pyrimidine